N1=CN=C(C=C1)C1=C(C(=O)N2CCC(CC2)(C#N)CC2=CC=C(C=C2)C(F)(F)F)C=CC=N1 1-(2-(pyrimidin-4-yl)nicotinoyl)-4-(4-(trifluoromethyl)benzyl)piperidine-4-carbonitrile